N-(2-(3-hydroxy-2-methyl-4-oxo-pyridyl)ethyl)-4-(3,4-dichlorobenzyloxy)phthalimide OC1C(=NC=C(C1=O)CCN1C(C=2C(C1=O)=CC(=CC2)OCC2=CC(=C(C=C2)Cl)Cl)=O)C